C1(=CC=CC=C1)S(=O)(=O)NC1=CC=C(C=C1)C1=C2C(=NC(=C1)NC(=O)C1CC1)NC=C2 N-(4-(4-(benzenesulfonylamino)phenyl)-1H-pyrrolo[2,3-b]pyridin-6-yl)cyclopropylcarboxamide